FC=1C(=C(CC2=NC3=C(N2C2CCC(CC2)OC)C=CC(=C3)C=3C(=NOC3C)C)C=CC1)OC 4-(2-(3-fluoro-2-methoxybenzyl)-1-((1r,4r)-4-methoxycyclohexyl)-1H-benzo[d]imidazol-5-yl)-3,5-dimethylisoxazole